4-formylbenzenecarbonitrile C(=O)C1=CC=C(C=C1)C#N